chromium-copper-chromium alloyl-copper C(C=C)(=O)[Cu].[Cr].[Cu].[Cr]